[N+](=O)([O-])C=1C=C(C(=NC1)C=1OC=CN1)C(F)(F)F (5-nitro-3-(trifluoromethyl)pyridin-2-yl)oxazol